C1(CCC1)N1N=C(C(=C1NC(CC1C(C1)(F)F)=O)C)CC1CC(C1)(F)F N-(1-cyclobutyl-3-((3,3-difluoro-cyclobutyl)methyl)-4-methyl-1H-pyrazol-5-yl)-2-(2,2-difluoro-cyclopropyl)acetamide